methyl-(t-butoxycarbonyl)-D-serine CN([C@H](CO)C(=O)O)C(=O)OC(C)(C)C